FC=1C=C2C=CNC2=C(C1F)F 5,6,7-trifluoro-indole